BrC1=CC(=CC=2N=C3N(C[C@H](CC3)O[Si](C)(C)C(C)(C)C)C21)C(=O)[O-] (S)-9-bromo-2-((tert-butyldimethylsilyl) oxy)-1,2,3,4-tetrahydrobenzo[4,5]imidazo[1,2-a]pyridine-7-carboxylate